C12CN(CC2C1)C1=C(C#N)C=C(C=C1F)C=O 2-{3-azabicyclo[3.1.0]hex-3-yl}-3-fluoro-5-formylbenzonitrile